O[C@H](C)C=1NC(C=2SC(=C3OCCCC1C23)C=2C=NNC2)=O (R)-5-(1-hydroxyethyl)-1-(1H-pyrazol-4-yl)-4,6,7,8-tetrahydro-3H-9-oxa-2-thia-4-azabenzo[cd]azulen-3-one